[N-](S(=O)(=O)C(F)(F)F)S(=O)(=O)C(F)(F)F.CN1CN(C=C1)C 1,3-dimethylimidazole bis(trifluoromethylsulfonyl)imide salt